3-butenyl-2-propynyl-(2-propenyl)phosphinic acid C(=CCC)C#CCP(O)(=O)CC=C